5-tert-butyl-N-[[4-[6-[4-[4-[5-[(2,6-dioxo-3-piperidyl)amino]-2-pyridyl]piperazin-1-yl]butyl]pyrrolo[2,1-f][1,2,4]triazin-4-yl]-2-fluoro-phenyl]methyl]-1,2,4-oxadiazole-3-carboxamide C(C)(C)(C)C1=NC(=NO1)C(=O)NCC1=C(C=C(C=C1)C1=NC=NN2C1=CC(=C2)CCCCN2CCN(CC2)C2=NC=C(C=C2)NC2C(NC(CC2)=O)=O)F